1-(3,5-bis(trifluoromethyl)phenyl)-6-t-butyl-8-(3-methoxyphenoxy)naphthalene-2,3-dicarbonitrile FC(C=1C=C(C=C(C1)C(F)(F)F)C1=C(C(=CC2=CC(=CC(=C12)OC1=CC(=CC=C1)OC)C(C)(C)C)C#N)C#N)(F)F